C(#N)C=1C=CC(=C2C=CC=NC12)N1C[C@@]2(C[C@@]2(C1)C(F)(F)F)C(=O)NC1CCC(CC1)N1CCN(CC1)CC1CC1 (1S,5R)-3-(8-cyanoquinolin-5-yl)-N-(4-(4-(cyclopropylmethyl)piperazin-1-yl)cyclohexyl)-5-(trifluoromethyl)-3-azabicyclo[3.1.0]hexane-1-carboxamide